C(C)N1C2=C([C@@H]([C@H](C1=O)NC(C1=CC(=CC=C1)C(F)(F)F)=O)C1=CC(=CC=C1)NC(C(=C)CN1CCOCC1)=O)C(=NN2C2=CC=CC=C2)C N-((4S,5R)-7-ethyl-3-methyl-4-(3-(2-(morpholinomethyl)acrylamido)phenyl)-6-oxo-1-phenyl-4,5,6,7-tetrahydro-1H-pyrazolo[3,4-b]pyridin-5-yl)-3-(trifluoromethyl)benzamide